N1(CCOCC1)NC(=O)C=1N=C(N(C1CC)C1=CC=C(C=C1)C#CCCCC#N)C1=C(C=C(C=C1)Cl)Cl 1-[4-(5-Cyano-pent-1-ynyl)-phenyl]-2-(2,4-dichloro-phenyl)-5-ethyl-1H-imidazole-4-carboxylic acid morpholin-4-ylamide